C(#N)C(CNC=1C(=CC=C2C=CC(=CC12)C1=CC=CC(=N1)C(=O)NCC(COC)O)OC)=C 6-{8-[(2-cyano-2-methylideneethyl)amino]-7-methoxynaphthalen-2-yl}-N-(2-hydroxy-3-methoxypropyl)pyridine-2-carboxamide